3-methylisoxazolo[4,5-g]quinoline-4,9-dione CC1=NOC2=C1C(C=1C=CC=NC1C2=O)=O